ClC1=C(C=CC=C1C)[C@@H]1N(CC[C@@H]1N1CCOCC1)C(CN1N=C(C=C1C(F)(F)F)C1CC1)=O 1-[(2S,3S)-2-(2-Chloro-3-methyl-phenyl)-3-morpholino-pyrrolidin-1-yl]-2-[3-cyclopropyl-5-(trifluoromethyl)pyrazol-1-yl]ethanone